C(C)(C)(C)OC(=O)NC(NOCCNC=1C(=CN(C(C1)=O)C1CCOCC1)C(=O)[O-])=NC(OC(C)(C)C)=O.[Li+] lithium 4-((5-((tert-butoxycarbonyl)amino)-9,9-dimethyl-7-oxo-3,8-dioxa-4,6-diazadec-5-en-1-yl)amino)-6-oxo-1-(tetrahydro-2H-pyran-4-yl)-1,6-dihydropyridine-3-carboxylate